propyl (((2-(((3S,6S,9aS)-5-oxo-3-(3-(pyridin-3-yl)azetidine-1-carbonyl)octahydro-1H-pyrrolo[1,2-a]azepin-6-yl)carbamoyl)benzo[b]thiophen-5-yl)methyl)(phenoxy) phosphoryl)-L-alaninate O=C1[C@H](CCC[C@@H]2N1[C@@H](CC2)C(=O)N2CC(C2)C=2C=NC=CC2)NC(=O)C2=CC1=C(S2)C=CC(=C1)CP(=O)(OC1=CC=CC=C1)N[C@@H](C)C(=O)OCCC